1-(4-bromophenyl)-4-ethyl-5-methyl-imidazole BrC1=CC=C(C=C1)N1C=NC(=C1C)CC